3-{[(2R)-4-(tert-butoxycarbonyl)morpholin-2-yl]methoxy}-5-(5-ethyl-1,3-thiazol-2-yl)benzoic acid C(C)(C)(C)OC(=O)N1C[C@@H](OCC1)COC=1C=C(C(=O)O)C=C(C1)C=1SC(=CN1)CC